4-(2,6-difluorobenzyl)-2-(3-fluoro-4-((4-methylthiazol-5-yl)methyl)phenyl)-2,4-dihydro-3H-1,2,4-triazol-3-one FC1=C(CN2C(N(N=C2)C2=CC(=C(C=C2)CC2=C(N=CS2)C)F)=O)C(=CC=C1)F